ClC=1C(=NC=C(C1)C(F)(F)F)OC[C@H](C)NC1=NC=NC(=C1Cl)C (S)-N-(1-((3-chloro-5-trifluoromethylpyridin-2-yl)oxy)propan-2-yl)-5-chloro-6-methylpyrimidin-4-amine